3-((benzyloxy)methyl)-1-(4-chloro-8-fluoro-5-((1,1,1-trifluoropropan-2-yl)oxy)pyrido[3,4-d]pyridazin-7-yl)-4-ethyl-1H-1,2,4-triazol-5(4H)-one C(C1=CC=CC=C1)OCC1=NN(C(N1CC)=O)C1=C(C=2C(=C(N=NC2)Cl)C(=N1)OC(C(F)(F)F)C)F